7,8-dihydro-5H-pyrano[4,3-b]pyridin-3-amine N1=C2C(=CC(=C1)N)COCC2